(+)-alpha-tert-butyl-benzylamine C(C)(C)(C)C(C1=CC=CC=C1)N